C(C)N(C([S-])=S)CC.[Ag+] silver N,N-diethyldithiocarbamate